C(C)(C)(C)OC(NS(NCCO[Si](C1=CC=CC=C1)(C1=CC=CC=C1)C(C)(C)C)(=O)=O)=O.C1(=CC=CC=C1)C1(C(C(=C(C(=C1F)F)F)F)F)B(C1=C(C(=C(C(=C1F)F)F)F)F)C1=C(C(=C(C(=C1F)F)F)F)F Monophenyl-tris(pentafluorophenyl)boron tert-Butyl-N-(2-((tert-butyldiphenylsilyl)oxy)ethyl)sulfamoylcarbamate